methoxy-4-methyl-N-(4-methylpent-2-yn-1-yl)-1H-imidazole-1-carboxamide COC=1N(C=C(N1)C)C(=O)NCC#CC(C)C